CC1=COC2=C1C=C(C=C2)S(N(C2=C(C=CC=C2)N2CCN(CC2)C(=O)C2=CN=CS2)CCC2=CC=CC=C2)(=O)=O 3-Methyl-5-(N-phenethyl-N-(2-(4-(thiazole-5-carbonyl)piperazin-1-yl)phenyl)sulfamoyl)benzofuran